7-(3-(6-(difluoromethyl)-4-methylpyridin-3-yl)-7,8-dihydro-1,6-naphthyridin-6(5H)-yl)-8-methyl-4H-pyrimido[1,2-b]pyridazin-4-one FC(C1=CC(=C(C=N1)C=1C=NC=2CCN(CC2C1)C=1C(=CC=2N(N1)C(C=CN2)=O)C)C)F